FC1=C(C(=O)N[C@H](C(=O)OC)CC2=CC=C(C=3N2C=CN3)N3C(N(C=2C3=NC=CC2)C)=O)C(=CC(=C1)N[C@@H](C(F)(F)F)CC)F methyl (S)-2-(2,6-difluoro-4-(((R)-1,1,1-trifluorobutan-2-yl)amino)benzamido)-3-(8-(1-methyl-2-oxo-1,2-dihydro-3H-imidazo[4,5-b]pyridin-3-yl)imidazo[1,2-a]pyridin-5-yl)propanoate